C(C1=CC=CC=C1)NC1=C2N=CN(C2=NC(=N1)C=1OC=CC1)[C@H]1[C@@H]([C@@H]([C@H](O1)C(=O)NC([2H])([2H])[2H])O)O (2S,3S,4R,5R)-5-(6-(benzylamino)-2-(furan-2-yl)-9H-purin-9-yl)-3,4-dihydroxyl-N-(methyl-d3)-tetrahydrofuran-2-formamide